ClCC(=O)N(CC1=CC=C(C=C1)Cl)C1(C[SiH](C1)C(=O)OC(C)(C)C)C#N tert-butyl 3-(2-chloro-N-(4-chlorobenzyl) acetamido)-3-cyanosilacyclobutane-1-carboxylate